C(C)(C)(C)OC(CC[C@@H](C(=O)N)N1C(C2=CC=C(C=C2C1)C=O)=O)=O (4S)-5-amino-4-(5-formyl-1-oxo-isoindolin-2-yl)-5-oxo-pentanoic acid tert-butyl ester